tert-butyl-5'-methyl-2'-oxo-1',2'-dihydrospiro[azetidine-3,3'-pyrrolo[3,2-b]pyridine] C(C)(C)(C)N1C(C2(C3=NC(=CC=C31)C)CNC2)=O